FC1=CC(=C(C=C1[N+](=O)[O-])NC1=NC=NC(=N1)C1=CN(C2=CC=C(C=C12)OC)C)OC N-(4-fluoro-2-methoxy-5-nitrophenyl)-4-(5-methoxy-1-methyl-1H-indol-3-yl)-1,3,5-triazin-2-amine